C(C)OC(CC)=O propanoic acid ethyl ester